tert-butyl (S)-18,23,31-tris(tert-butoxycarbonyl)-2,2-dimethyl-4,10,13,28,33-pentaoxo-3,6-dioxa-5,9,14,18,23,27,32-heptaazaheptatetracontan-47-oate C(C)(C)(C)OC(=O)N(CCCNC(CCC(NCCONC(OC(C)(C)C)=O)=O)=O)CCCCN(CCCNC(CC[C@H](NC(CCCCCCCCCCCCCC(=O)OC(C)(C)C)=O)C(=O)OC(C)(C)C)=O)C(=O)OC(C)(C)C